1,4-dimethoxy-1,4-diiodobutane COC(CCC(I)OC)I